ClC=1C=CC(=C2C=NN(C(C12)=O)C)OC1CC2(CN(C2)CCCC2=C(C=3N(C=C2F)C=NN3)F)C1 8-Chloro-5-[[2-[3-(6,8-difluoro-[1,2,4]triazolo[4,3-a]pyridin-7-yl)propyl]-2-azaspiro[3.3]heptan-6-yl]oxy]-2-methyl-phthalazin-1-one